1-(7-(8-ethynyl-7-fluoro-3-hydroxynaphthalen-1-yl)-8-fluoro-2-(((2R,7aS)-2-fluorotetrahydro-1H-pyrrolizin-7a(5H)-yl)methoxy)quinazolin-4-yl)azetidine-3-carbonitrile C(#C)C=1C(=CC=C2C=C(C=C(C12)C1=CC=C2C(=NC(=NC2=C1F)OC[C@]12CCCN2C[C@@H](C1)F)N1CC(C1)C#N)O)F